3-chloro-5-[[3,4-difluoro-5-[2-(hydroxymethyl)phenyl]phenyl]sulfamoyl]-4-methoxy-benzoic acid ClC=1C=C(C(=O)O)C=C(C1OC)S(NC1=CC(=C(C(=C1)C1=C(C=CC=C1)CO)F)F)(=O)=O